3-(4-Fluoro-2-methylphenoxy)-N-(4-(S-methylsulfonimidoyl)phenyl)-6-(trifluoromethyl)pyridazine-4-carboxamide FC1=CC(=C(OC=2N=NC(=CC2C(=O)NC2=CC=C(C=C2)S(=O)(=N)C)C(F)(F)F)C=C1)C